BrC1=C(CNC(OC(C)(C)C)=O)C=CC=C1 tert-butyl (2-bromobenzyl)carbamate